O[C@H](CCC)C1=CC(=C(C=N1)C=1C=2N(C3=NC(=CC=C3C1)C(=O)N)N=CN2)C 4-{6-[(1R)-1-hydroxybutyl]-4-methylpyridin-3-yl}-[1,2,4]triazolo[1,5-a]naphthyridin-8-carboxamide